C(C1=CC=CC=C1)N(C(=O)OC(C)(C)C)C1=NC(=NN2C=CC=C12)Cl 7-[(benzyl)-N-tert-butoxycarbonylamino]-5-chloro-3a,4,6-triazaindene